CN1[C@@H](CCC1)C(C1=CNC2=CC=CC=C12)([2H])[2H] (S)-3-((1-methylpyrrolidin-2-yl)methyl-d2)-1H-indole